[N+](=O)([O-])C1=C(C=CC(=C1)[N+](=O)[O-])S(=O)[O-] 2,4-dinitrophenylsulfinate